FC(C1=CC=C(C=C1)N1CCN(CC1)C(=O)C1(CCCC1)NC1=C(C#N)C=CC=C1)(F)F ((1-(4-(4-(trifluoromethyl)phenyl)piperazine-1-carbonyl)cyclopentyl)amino)benzonitrile